8-fluoro-3-(3-(2'-fluoro-3,6-dihydro-[4,4'-bipyridine]-1(2H)-yl)-3-oxopropyl)-5-methylisoquinolin-1(2H)-one FC=1C=CC(=C2C=C(NC(C12)=O)CCC(=O)N1CCC(=CC1)C1=CC(=NC=C1)F)C